OC1=C(C=C(C=C1)C=1[Se]C(=CC1Br)C1=CC(=C(C=C1)O)F)F 2,5-bis(4-hydroxy-3-fluorophenyl)-3-bromoselenophene